The molecule is a dipeptide obtained by formal condensation of the carboxy group of L-ornithine with the amino group of D-glutamic acid. It is a constituent of bacterial peptidoglycan type A4beta. It derives from a L-ornithine and a D-glutamic acid. C(C[C@@H](C(=O)N[C@H](CCC(=O)O)C(=O)O)N)CN